5-((2,3-dihydro-1H-inden-1-yl)oxy)-2-methylbenzofuran-3-carboxylic acid ethyl ester C(C)OC(=O)C1=C(OC2=C1C=C(C=C2)OC2CCC1=CC=CC=C21)C